3-(5-iodo-1-isopropyl-1H-imidazole-2-yl)oxazolidin-2-one IC1=CN=C(N1C(C)C)N1C(OCC1)=O